(R)-S-p-tolyl 2-((tert-butoxycarbonyl)amino)pentanethioate C(C)(C)(C)OC(=O)N[C@@H](C(SC1=CC=C(C=C1)C)=O)CCC